C[C@H]1N(CCN(C1)C)C1=CC2=C(C(NN=C2)=O)C=N1 7-((R)-2,4-dimethylpiperazin-1-yl)pyrido[3,4-d]pyridazin-4(3H)-one